5,5-difluoro-tetrahydro-1H-cyclopenta[c]furan-1,3(3aH)-dione FC1(CC2C(C(OC2=O)=O)C1)F